1,2-di-undecanoyl-sn-glycero-3-phosphorylcholine C(CCCCCCCCCC)(=O)OC[C@@H](OC(CCCCCCCCCC)=O)COP(=O)(O)OCC[N+](C)(C)C